2-(4-ethylpiperazin-1-yl)-4-methylbenzo[d]thiazole-6-carboxylic acid C(C)N1CCN(CC1)C=1SC2=C(N1)C(=CC(=C2)C(=O)O)C